2,2'-cyclohexylidene-bis(2-oxazoline) C1(CCCCC1)(C=1OCCN1)C=1OCCN1